NC1=C2N=CN(C2=NC(=N1)OCC)CC(COC1=CC=CC=C1)O (6-amino-2-ethoxy-9H-purin-9-yl)-3-phenoxypropan-2-ol